sodium 2-acetamidoethyl ((R)-2,3-bis(oleoyloxy) propyl) phosphate P(=O)(OCCNC(C)=O)(OC[C@@H](COC(CCCCCCC\C=C/CCCCCCCC)=O)OC(CCCCCCC\C=C/CCCCCCCC)=O)[O-].[Na+]